1-[2-cyano-4-(trifluoromethyl)phenyl]-4-{2'-ethoxy-[2,3'-bipyridinyl]-5-yl}-N-[(3S)-pyrrolidin-3-yl]piperidine-4-carboxamide C(#N)C1=C(C=CC(=C1)C(F)(F)F)N1CCC(CC1)(C(=O)N[C@@H]1CNCC1)C=1C=CC(=NC1)C=1C(=NC=CC1)OCC